(1r,2s)-N-(4-(2,6-dimethoxyphenyl)-5-(5-methyl-3-pyridinyl)-4H-1,2,4-triazol-3-yl)-1-hydroxy-1-(5-methyl-2-pyrimidinyl)-2-propanesulfonamide Monoethyl-phthalate C(C)OC(C=1C(C(=O)O)=CC=CC1)=O.COC1=C(C(=CC=C1)OC)N1C(=NN=C1C=1C=NC=C(C1)C)NS(=O)(=O)[C@H]([C@@H](C1=NC=C(C=N1)C)O)C